C1(=CC=CC=C1)C1=C(C(=C(C=C1)C1=CC=CC=C1)C)C(=O)OCNC(CO)(CO)CO (((1,3-dihydroxy-2-(hydroxymethyl) prop-2-yl) amino) methyl) phenyl-2-methyl-[1,1'-biphenyl]-3-carboxylate